FC(C(=O)O)(F)F.C(C)[C@@H]1N(CCNC1)C(C)C (S)-2-Ethyl-1-(isopropyl)piperazine trifluoroacetate salt